COC=1N=C(C(=NC1)C(=O)O)C=C(C)C 5-methoxy-3-(2-methylpropan-1-en-1-yl)pyrazine-2-carboxylic acid